4-((S)-4,4-difluoro-2-methylpyrrolidine-1-carbonyl)-N-((S)-3-hydroxy-3-methylbut-2-yl)-5-(6-((1-methylcyclobutyl)amino)-4-(trifluoromethyl)pyridin-3-yl)thiazole-2-carboxamide FC1(C[C@@H](N(C1)C(=O)C=1N=C(SC1C=1C=NC(=CC1C(F)(F)F)NC1(CCC1)C)C(=O)N[C@@H](C)C(C)(C)O)C)F